4-[bis(beta-chloroethyl)amino]benzene ClCCN(C1=CC=CC=C1)CCCl